C(=O)O.ClC1=C(C(=CC=C1)Cl)N1CC(C1)C1=CC=C(CN2CCC(CC2)(C(=O)O)C)C=C1 (4-(1-(2,6-dichlorophenyl)azetidin-3-yl)benzyl)-4-methylpiperidine-4-carboxylic acid, formate salt